C(#N)N1C[C@@H](CC1)NC(C1=C(C=C(C=C1)NC1=NC=CC(=N1)OC)F)=O (R)-N-(1-cyanopyrrolidin-3-yl)-2-fluoro-4-((4-methoxypyrimidin-2-yl)amino)benzamide